C(C)(C)(C)C=1C(C(=CC(C1)=O)C(C)(C)C)=O 2,6-di-tert-butylbenzoquinone